(6Ar,10aR)-1-ethoxy-6,6,9-trimethyl-3-pentyl-6a,7,8,10a-tetrahydrobenzo[c]chromene C(C)OC1=C2[C@H]3[C@H](C(OC2=CC(=C1)CCCCC)(C)C)CCC(=C3)C